BrC1=C2NC(C(NC2=CC(=C1)CO)=O)(C)C 5-bromo-7-(hydroxymethyl)-3,3-dimethyl-3,4-dihydroquinoxalin-2(1H)-one